2-[(6-hexyl-4-phenylquinolin-2-yl)oxy]propanoic acid C(CCCCC)C=1C=C2C(=CC(=NC2=CC1)OC(C(=O)O)C)C1=CC=CC=C1